ClC1=C(COC=2C=C3CCC(C3=C(C2)C)=O)C(=CC=C1)Cl 5-((2,6-dichlorobenzyl)oxy)-7-methyl-2,3-dihydro-1H-inden-1-one